3-(trifluoromethyl)picolinic acid FC(C=1C(=NC=CC1)C(=O)O)(F)F